butenyl-amide C(=CCC)[NH-]